C(CCC)OC(CCC1=CC(=C(C=C1)OC(C1=CC(=C(C(=C1)C(C)(C)C)O)C(C)(C)C)=O)C(C)(C)C)=O butyl-3-[3-tert-butyl-4-(3,5-di-tert-butyl-4-hydroxybenzoyloxy)phenyl]propionate